C(C)O[Si](CCC=1C2CC(C(C1)C2)C(C)=S)(OCC)OCC 2-(2-triethoxysilyl-1-ethyl)-5-thioacetylnorbornene